C(#N)[C@H]1N(C(N(C1)C1=CN=C(C=C1C(=O)O)C(F)(F)F)=O)C1=CN=CC2=CC=CC=C12 (S)-5-(4-cyano-3-(isoquinolin-4-yl)-2-oxoimidazolin-1-yl)-2-(trifluoromethyl)isonicotinic acid